CN1C(N(C2=C1C=C(C=C2)C2BOOC2)C2C(NC(CC2)=O)=O)=O 3-[3-methyl-2-oxo-5-(4,5-dioxaborolan-2-yl)-1,3-benzodiazol-1-yl]piperidine-2,6-dione